CN(C)C1=NC=NC2=C1N=CN2[C@H]3[C@@H]([C@@H]([C@H](O3)CO)NC(=O)[C@H](CC4=CC=C(C=C4)O)[NH3+])O The molecule is the conjugate acid of O-demethylpuromycin; major species at pH 7.3. It is an organic cation and an ammonium ion derivative. It is a conjugate acid of an O-demethylpuromycin.